FC(OC1=CC=CC=2C(N([C@H]3C=4N([C@@H](C21)C3)C3=C(N4)C=CC(=C3)C#CCC(C)(C)O)C([2H])([2H])[2H])=O)F (7R,14R)-1-(difluoromethoxy)-11-(4-hydroxy-4-methylpent-1-yn-1-yl)-6-(methyl-d3)-6,7-dihydro-7,14-methanobenzo[f]benzo[4,5]imidazo[1,2-a][1,4]diazocin-5(14H)-one